CC(CCC)C(=O)[O-] 2-pentyl-carboxylate